FC=1C=C(C=C(C1C)[N+](=O)[O-])C1=NOC(=N1)C1CN(C1)C(=O)OC methyl 3-(3-(3-fluoro-4-methyl-5-nitrophenyl)-1,2,4-oxadiazol-5-yl)azetidine-1-carboxylate